C1(=CC=CC=C1)S(=O)(=O)[O-].[Na+].S1C=NC=C1 thiazole sodium benzenesulfonate